COC=1C=C2C=CN(C2=CC1)C(=O)[O-] 5-methoxy-1H-indole-1-carboxylate